2-Cyano-5-(2-trimethylsilyl-1-ethynyl)-pyridin-3-yl 4,6-di-O-acetyl-3-deoxy-3-[4-(3,5-difluoro-4-methylphenyl)-1H-1,2,3-triazol-1-yl]-2-O-methyl-1-thio-α-D-galactopyranoside C(C)(=O)O[C@@H]1[C@@H]([C@H]([C@@H](SC=2C(=NC=C(C2)C#C[Si](C)(C)C)C#N)O[C@@H]1COC(C)=O)OC)N1N=NC(=C1)C1=CC(=C(C(=C1)F)C)F